COC1=CC(=C2C=C(C(N(C2=C1)C)=O)C)C1N(C2=CC(=C(C=C2NC1)S(=O)(=O)NCC1=CC=C(C=C1)OC)C=C)C (7-methoxy-1,3-dimethyl-2-oxo-1,2-dihydroquinolin-5-yl)-N-(4-methoxybenzyl)-1-methyl-7-vinyl-1,2,3,4-tetrahydroquinoxaline-6-sulfonamide